2-(3-(benzyloxy)-1H-pyrazol-1-yl)-N-(4,4-difluorocyclohexyl)-6-methylpyrimidin-4-amine C(C1=CC=CC=C1)OC1=NN(C=C1)C1=NC(=CC(=N1)NC1CCC(CC1)(F)F)C